CC=1C(=CC2=C(N=C3C(NC(N=C3N2CCOC(CCC(=O)O)=O)=O)=O)C1)C 4-[2-(7,8-dimethyl-2,4-dioxo-3,4-dihydrobenzo[g]pteridin-10(2H)-yl)ethoxy]-4-oxobutanoic acid